Bis[2-(diphenylphosphanyl)benzaldehyde] copper(I) tetrafluoroborate F[B-](F)(F)F.[Cu+].C1(=CC=CC=C1)P(C1=C(C=O)C=CC=C1)C1=CC=CC=C1.C1(=CC=CC=C1)P(C1=C(C=O)C=CC=C1)C1=CC=CC=C1